OC(C)(C=CC(=O)OCC)S(=O)O 2-Hydroxy-5-ethoxy-5-oxopent-3-ene-2-sulfinic acid